(1S)-2-[4,6-bis(trifluoromethyl)-1,3,5-triazin-2-yl]-6-chloro-1-[(oxan-2-yl)methyl]-2,3,4,9-tetrahydro-1H-pyrido[3,4-b]indole FC(C1=NC(=NC(=N1)C(F)(F)F)N1[C@H](C=2NC3=CC=C(C=C3C2CC1)Cl)CC1OCCCC1)(F)F